ethyl-N,N-dimethylacrylamide C(C)C(C(=O)N(C)C)=C